FC(=C1CN(CCC1)C1=NC(=CC(=N1)N)C)F 2-(3-(Difluoromethylene)piperidin-1-yl)-6-methylpyrimidin-4-amine